(S)-5-Amino-6-((oxetan-2-ylmethyl)amino)pyridinecarboxylic acid methyl ester COC(=O)C1=NC(=C(C=C1)N)NC[C@H]1OCC1